N1(C(NCC1)=O)CCSSSSCCN1C(NCC1)=O bis{2-(imidazolidin-2-one-1-yl)ethyl}tetrasulfide